(R)-7-(2-((4-amino-5-methoxypentyl)oxy)-6-chlorobenzyl)imidazo[2,1-f][1,2,4]triazin-4-amine N[C@H](CCCOC1=C(CC2=CN=C3C(=NC=NN32)N)C(=CC=C1)Cl)COC